C1(CC1)C1=NC=NC(=C1C=1N=C(C2=C(N1)NC=C2CN(C(OC(C)(C)C)=O)C)OCC2=CC=C(C=C2)C=2N(C=C(N2)C(F)(F)F)C)OC tert-butyl N-[[2-(4-cyclopropyl-6-methoxy-pyrimidin-5-yl)-4-[[4-[1-methyl-4-(trifluoromethyl)imidazol-2-yl]phenyl]methoxy]-7H-pyrrolo[2,3-d]pyrimidin-5-yl]methyl]-N-methyl-carbamate